COC1=CC2=C(C=C1)OCC1C2OCCN1 9-methoxy-3,4,4a,10b-tetrahydro-2H,5H-chromeno[4,3-b][1,4]oxazine